C(C)(C)(C)NC(CN(C)C=1C2=C(N=C(N1)C1=NC=CC(=C1)SCCN(C)C)CCC2)=O N-tert-butyl-2-{[2-(4-{[2-(dimethylamino)ethyl]sulfanyl}pyridin-2-yl)-5H,6H,7H-cyclopenta[d]pyrimidin-4-yl](methyl)amino}acetamide